CC(CCCCCCCCCC(=O)O)CCCCC 11-methyl-hexadecanoic acid